6-((tert-butoxycarbonyl)amino)-8,8-difluoro-5-oxodecahydro-1H-cyclopropa[d]pyrrolo[1,2-a]azocine-3-carboxylic acid C(C)(C)(C)OC(=O)NC1CC2C(CC3N(C1=O)C(CC3)C(=O)O)C2(F)F